(S)-2-((((9H-fluoren-9-yl)methoxy)carbonyl)amino)-3-(2-(2-(tert-butoxy)ethoxy)ethoxy)propan-1-amine C1=CC=CC=2C3=CC=CC=C3C(C12)COC(=O)N[C@@H](CN)COCCOCCOC(C)(C)C